(7S,9aR)-7-(4-chlorobenzyl)-8-(piperidin-4-yl)octahydropyrazino[2,1-c][1,4]oxazine hydrochloride Cl.ClC1=CC=C(C[C@@H]2N(C[C@@H]3COCCN3C2)C2CCNCC2)C=C1